COC(NC1=NC=CC(=C1)C=1C=NC(=C(C1)C)OC[C@@](CC(C)C)(C)N)=O (S)-(6-((2-amino-2,4-dimethylpentyl)oxy)-5-methyl-[3,4'-bipyridin]-2'-yl)carbamic acid methyl ester